NC1CCC(CC1)COC1=NC(=NC=C1C(F)(F)F)NC=1C=NN(C1Cl)C1CCS(CC1)(=NCC)=O (1s,4s)-4-(4-((4-(((1s,4s)-4-aminocyclohexyl)methoxy)-5-(trifluoromethyl)pyrimidin-2-yl)amino)-5-chloro-1H-pyrazol-1-yl)-1-(ethylimino)hexahydro-1λ6-thiopyran 1-oxide